C(C)(C)C1=NC(=NO1)CCCN1CC(CC1)C1=CNC=2C=CC=C(C12)O 3-(1-(3-(5-isopropyl-1,2,4-oxadiazol-3-yl)propyl)pyrrolidin-3-yl)-1H-indole-4-ol